N-hydroxymethionine ON[C@@H](CCSC)C(=O)O